Ethyl (2-cyano-2-(2-(3,5-dichloro-4-((6-oxo-1-(4-(trifluoromethoxy)benzyl)-1,6-dihydropyridin-3-yl)oxy)phenyl)hydrazono)acetyl)carbamate C(#N)C(C(=O)NC(OCC)=O)=NNC1=CC(=C(C(=C1)Cl)OC1=CN(C(C=C1)=O)CC1=CC=C(C=C1)OC(F)(F)F)Cl